4'-amino-4-biphenyl-carboxylic acid NC1=CC=C(C=C1)C1=CC=C(C=C1)C(=O)O